NCC1CCN(CC1)C=1C=C(C=CC1Cl)C1=NNC(O1)=O 5-{3-[4-(aminomethyl)piperidin-1-yl]-4-chlorophenyl}-1,3,4-oxadiazol-2(3H)-one